C(=O)C1OCCN(C1)C(=O)[O-] 6-formylmorpholine-4-carboxylate